CC=1C=C(C=C(C1)S(=O)(=O)C)NC1=C(C=NC(=C1)NC(C)=O)C1=NC=C(C=C1)C(F)(F)F N-(4'-((3-methyl-5-(methylsulfonyl)phenyl)amino)-5-(trifluoromethyl)-[2,3'-bipyridin]-6'-yl)acetamide